Cl.N[C@H](C(=O)N1[C@@H](C[C@H](C1)O)C(=O)NC)C(C)C (2S,4R)-1-((S)-2-amino-3-methylbutanoyl)-4-hydroxy-N-methylpyrrolidine-2-carboxamide hydrochloride